N[C@H]1[C@@H]2N(C[C@H]1CC2)C(=O)C2=CC1=C(N(C(=N1)C1=CC=3C=4N1C(CN(C4C=CC3)CCCOC)CC)CC)C(=C2)F ((1R,4R,7R)-7-amino-2-azabicyclo[2.2.1]heptan-2-yl)(1-ethyl-2-(3-ethyl-1-(3-methoxypropyl)-2,3-dihydro-1H-pyrrolo[1,2,3-de]quinoxalin-5-yl)-7-fluoro-1H-benzo[d]imidazol-5-yl)methanone